(3S)-3-(1-cyanopropyl)pyrrolidine-1-carboxylic acid tert-butyl ester C(C)(C)(C)OC(=O)N1C[C@@H](CC1)C(CC)C#N